CC(CN1C=C(C2=CC(=C(C=C12)C1COCC1)F)C(C)NS(=O)(=O)C1CC1)(C)C N-[1-[1-(2,2-dimethylpropyl)-5-fluoro-6-tetrahydrofuran-3-yl-indol-3-yl]ethyl]cyclopropanesulfonamide